N-(2-(2-(2-azidoethoxy)ethoxy)ethyl)-3-(6-methyl-4-vinylpyridin-2-yl)acrylamide methyl-1-(4-(1-(3-fluorophenyl)azetidin-3-yl)benzyl)piperidine-4-carboxylate COC(=O)C1CCN(CC1)CC1=CC=C(C=C1)C1CN(C1)C1=CC(=CC=C1)F.N(=[N+]=[N-])CCOCCOCCNC(C=CC1=NC(=CC(=C1)C=C)C)=O